COC1=CC=C(C=C1)C1=CC(=NN1)NC1=CC=C(C(=O)OCC)C=C1 ethyl 4-((5-(4-methoxyphenyl)-1H-pyrazol-3-yl)amino)benzoate